1-(3-(5-(tert-butyl)-3-isothiocyanato-1H-pyrazol-1-yl)azetidin-1-yl)ethan-1-one C(C)(C)(C)C1=CC(=NN1C1CN(C1)C(C)=O)N=C=S